t-butyl (2-((2-aminoethyl)disulfanyl)ethyl)carbamate NCCSSCCNC(OC(C)(C)C)=O